FC1(C(NC2(C1O)CCC(CC2)(F)F)=O)F 3,3,8,8-tetrafluoro-4-hydroxy-1-azaspiro[4.5]decan-2-one